COC1=CC=C(C=C1)CNCC1=CC(=CC=C1)N1CCCC1 1-(4-methoxyphenyl)-N-[(3-pyrrolidin-1-ylphenyl)methyl]methanamine